N-(n-butyl)-3-aminopropyltrimethoxySilane C(CCC)NCCC[Si](OC)(OC)OC